tert-butyl-4-(1-cyanoethylidene)piperidine-1-carboxylate C(C)(C)(C)OC(=O)N1CCC(CC1)=C(C)C#N